NC1=NC2=CC=C(C=C2C=C1C)C(=O)N(CC1=NC=C(C=C1)C(F)(F)F)C[C@H]1C[C@@H](CCC1)O 2-amino-N-(((1R,3R)-3-hydroxycyclohexyl)methyl)-3-methyl-N-((5-(trifluoromethyl)-2-pyridinyl)methyl)-6-quinolinecarboxamide